COC=1C=C(C2=C(N(C=N2)CC2=CC=C(C=C2)OC)C1)N1CCCCC1 6-methoxy-1-(4-methoxybenzyl)-4-(piperidin-1-yl)-1H-benzo[d]-imidazole